1-[4-chloro-5-(2,2,2-trifluoroethyl)pyrimido[5,4-b]indol-8-yl]-N-methyl-N-(3-pyridylmethyl)methanamine ClC1=NC=NC2=C1N(C=1C=CC(=CC21)CN(CC=2C=NC=CC2)C)CC(F)(F)F